1,3-benzoxazol-2-ylamine O1C(=NC2=C1C=CC=C2)N